1,8-diaminoanthraquinone NC1=CC=CC=2C(C3=CC=CC(=C3C(C12)=O)N)=O